C(=O)O.ClC1=C(C=CC=C1Cl)N1CCN(CC1)CCCNC(=O)C1CCCN2C3=C(OCC21)C=CC(=C3)C N-(3-(4-(2,3-dichlorophenyl)piperazin-1-yl)propyl)-2-methyl-6,6a,7,8,9,10-hexahydrobenzo[b]pyrido[1,2-d][1,4]oxazine-7-carboxamide formate